BrC1=C(C=CC=N1)F 6-bromo-5-fluoropyridin